benzyl 4-(((2R,5S)-5-(hydroxymethyl)tetrahydro-2H-pyran-2-yl)methyl)piperazine-1-carboxylate OC[C@@H]1CC[C@@H](OC1)CN1CCN(CC1)C(=O)OCC1=CC=CC=C1